ClC1=CC=C(C(=N1)C(=O)O)N[C@H](C)C1=C2N=C(C(=NC2=CC(=C1)C1CC1)C#N)N1CCC(CC1)(F)F (R)-6-chloro-3-((1-(2-cyano-7-cyclopropyl-3-(4,4-difluoropiperidin-1-yl)quinoxalin-5-yl)ethyl)amino)picolinic acid